Ethylen vinylacetat C(=C)CC(=O)O.C=C